N1CC(C1)OC1=CC(=NC(=N1)N1N=C(C=C1)C)NC1CCC(CC1)(F)F 6-(azetidin-3-yloxy)-N-(4,4-difluorocyclohexyl)-2-(3-methyl-1H-pyrazol-1-yl)pyrimidin-4-amine